(2-(2,2-difluoroethoxy)ethyl)carbamic acid tert-butyl ester C(C)(C)(C)OC(NCCOCC(F)F)=O